2-methyl-2-(3-methyl-4-((4-((3-(3-oxo-1,4-oxazepan-4-yl)propyl)amino)-5-(trifluoromethyl)pyrimidin-2-yl)amino)-1H-pyrazol-1-yl)propanenitrile CC(C#N)(C)N1N=C(C(=C1)NC1=NC=C(C(=N1)NCCCN1C(COCCC1)=O)C(F)(F)F)C